Ethylamine-HBr salt Br.C(C)N